C(C)C=1C(NC=2C=C(C=NC2C1)CN1C[C@@H](N(CC1)C=1C=CC(=NC1C)C(=O)NC)C)=O (S)-5-(4-((7-ethyl-6-oxo-5H-1,5-naphthyridin-3-yl)methyl)-2-methylpiperazine-1-yl)-N,6-dimethylpyridine-2-carboxamide